vinylene diisostearate C(CCCCCCCCCCCCCCC(C)C)(=O)OC=COC(CCCCCCCCCCCCCCC(C)C)=O